FC1=CC=C2C3=NC=NN3CC=3C(=NN(C3C3=CN=C(C(O[C@@H](C2=C1)C)=C3)N)CC(C)C)C (19R)-16-fluoro-5,19-dimethyl-3-(2-methylpropyl)-20-oxa-3,4,8,9,11,23-hexaazapentacyclo[19.3.1.02,6.08,12.013,18]pentacosa-1(24),2(6),4,9,11,13,15,17,21(25),22-decaen-22-amine